CN(C1=CC(=CC=C1)C)OC(C1=CC=C(C=C1)C(F)(F)F)=O N,3-dimethyl-N-((4-(trifluoromethyl)benzoyl)oxy)aniline